BrC=1C=C2C(=CC(=NC2=CC1)C)C(=O)N[C@@H]1CCO[C@]12O[C@@H]([C@@H]([C@@H]([C@H]2O)N2N=NC(=C2)C2=CC(=C(C(=C2)F)F)F)O)CO 6-bromo-N-((4R,5S,7R,8R,9S,10R)-8,10-dihydroxy-7-(hydroxymethyl)-9-(4-(3,4,5-trifluorophenyl)-1H-1,2,3-triazol-1-yl)-1,6-dioxaspiro[4.5]dec-4-yl)-2-methylquinoline-4-carboxamide